tert-Amyltin hydroxide C(C)(C)(CC)[Sn](O)(O)O